ethyl (2E)-3-(3,8-dimethyl[1,2,4]triazolo[4,3-a]pyridin-7-yl)prop-2-enoate CC1=NN=C2N1C=CC(=C2C)/C=C/C(=O)OCC